ClC=1C=CC(=NC1C(F)(F)F)C(N)C1CCC(CC1)C(F)(F)F (5-chloro-6-(trifluoromethyl)pyridin-2-yl)(4-(trifluoromethyl)cyclohexyl)methanamine